2-(2-bromophenyl)-4-(2-chlorophenyl)-6-phenyl-1,3,5-triazine BrC1=C(C=CC=C1)C1=NC(=NC(=N1)C1=C(C=CC=C1)Cl)C1=CC=CC=C1